O=C1NC(CCC1N1C(C2=CC(=C(C=C2C1=O)CN1CCN(CC1)C1=CC=C2CN(C(C2=C1)=O)C(C(=O)NC=1SC=CN1)C1=C(C=CC(=C1)F)O)F)=O)=O 2-(6-(4-((2-(2,6-dioxopiperidin-3-yl)-6-fluoro-1,3-dioxoisoindoline-5-yl)methyl)piperazin-1-yl)-1-oxoisoindolin-2-yl)-2-(5-fluoro-2-hydroxyphenyl)-N-(thiazol-2-yl)acetamide